methyl 6-[4-[acetyl-[2-(methoxycarbonylamino)ethyl] amino]phenyl]pyridine-3-carboxylate C(C)(=O)N(C1=CC=C(C=C1)C1=CC=C(C=N1)C(=O)OC)CCNC(=O)OC